neopentyl-acrylamide C(C(C)(C)C)C(C(=O)N)=C